4-bromo-6-chloro-N-ethyl-5-fluoro-1-methylindole-3-amine BrC1=C2C(=CN(C2=CC(=C1F)Cl)C)NCC